NC1=NC=CC=C1C1=NC=2C(=NC(=CC2)N2N=CC=C2)N1C=1C=C2CC[C@@H](C2=CC1)NC(=O)C1=NC=CC=C1 N-[(1S)-5-[2-(2-aminopyridin-3-yl)-5-(pyrazol-1-yl)imidazo[4,5-b]pyridin-3-yl]-2,3-dihydro-1H-inden-1-yl]pyridine-2-carboxamide